2-amino-N-(benzo[d]thiazol-2-yl)thiazole-5-carboxamide NC=1SC(=CN1)C(=O)NC=1SC2=C(N1)C=CC=C2